6-(1-((1S,3s)-3-fluoropiperidin-1-yl)cyclobutyl)-2-oxospiro[indolin-3,4'-piperidin] F[C@@H]1CN(CCC1)C1(CCC1)C1=CC=C2C(=C1)NC(C21CCNCC1)=O